N-((1R,4r)-4-((6-((R)-1-hydroxyethyl)-8-(isopropylamino)pyrido[3,4-d]pyrimidin-2-yl)amino)cyclohexyl)acetamide O[C@H](C)C1=CC2=C(N=C(N=C2)NC2CCC(CC2)NC(C)=O)C(=N1)NC(C)C